2-ethylhexyl allyl xanthate O(C(=S)SCC=C)CC(CCCC)CC